CN1N=C(C=C1)C=1C=C(C=NC1OC1=CC=C(C=C1)C(F)(F)F)C(=O)NC(C(F)(F)F)CO 5-(1-Methyl-1H-pyrazol-3-yl)-N-(1,1,1-trifluoro-3-hydroxypropan-2-yl)-6-[4-(trifluoromethyl)phenoxy]pyridine-3-carboxamide